O=S1(CC2(C1)CCN(CC2)C=2OC(=C(N2)C(=O)NC2=CC(=C(C=C2)N2CCCCC2)F)CC(F)(F)F)=O 2-(2,2-dioxo-2-thia-7-azaspiro[3.5]nonan-7-yl)-N-[3-fluoro-4-(piperidin-1-yl)phenyl]-5-(2,2,2-trifluoroethyl)oxazole-4-carboxamide